[N+](=O)([O-])C=1C=C(C=CC1)S(=O)(=O)CC(=O)N ((3-NITROPHENYL)SULFONYL)ACETAMID